N-(4-aminophenyl)-7-(3,4-dimethoxyphenyl)pyrazolo[1,5-a]pyrimidine-2-carboxamide NC1=CC=C(C=C1)NC(=O)C1=NN2C(N=CC=C2C2=CC(=C(C=C2)OC)OC)=C1